(S)-4-(2-(2,6-dioxopiperidin-3-yl)-1,3-dioxoisoindolin-5-yl)morpholine-2-carbaldehyde O=C1NC(CCC1N1C(C2=CC=C(C=C2C1=O)N1C[C@H](OCC1)C=O)=O)=O